cis-8-dimethylamino-8-phenyl-3-(2-piperidin-1-yl-pyrimidin-5-yl)-1,3-diazaspiro[4.5]decan-2-one CN(C1(CCC2(CN(C(N2)=O)C=2C=NC(=NC2)N2CCCCC2)CC1)C1=CC=CC=C1)C